NCCNCCC[Si](OC)(OC)OC N-(beta-aminoethyl)aminopropyltrimethoxysilane